C(C)(=O)C1N(CCC1)C(C(=O)O)CCC(C)=O 2-(2-acetylpyrrolidin-1-yl)-5-oxohexanoic acid